The molecule is an aminotrisaccharide consisting of two rhamnose residues and one N-acetylglucosamine residue in a linear sequence, joined via alpha-linkages. It has a role as an epitope. It is an amino trisaccharide and a glucosamine oligosaccharide. C[C@H]1[C@@H]([C@H]([C@H]([C@@H](O1)O[C@@H]2[C@H]([C@@H](O[C@H]([C@@H]2O)O[C@@H]3[C@H]([C@@H](O[C@@H]([C@H]3O)CO)O)NC(=O)C)C)O)O)O)O